[O].[Mo].[Zr].[La].[Li] lithium lanthanum zirconium molybdenum oxygen